3-Ethenylbenzene-1,2-dicarboxylic acid C(=C)C1=C(C(=CC=C1)C(=O)O)C(=O)O